C1(=CC=CC=C1)CCN=C=O 2-phenylethyl isocyanate